2-(6-{2-[(2-methylpyrimidin-4-yl)amino]pyrimidin-4-yl}-1-oxo-2,3-dihydro-1H-isoindol-2-yl)propionamide CC1=NC=CC(=N1)NC1=NC=CC(=N1)C1=CC=C2CN(C(C2=C1)=O)C(C(=O)N)C